FC1=CC(=CC=2N(C(=NC21)C)C2CCN(CC2)C)C2=CNC=1N=C(N=CC12)N[C@@H](C(F)(F)F)C (R)-5-(4-fluoro-2-methyl-1-(1-methylpiperidin-4-yl)-1H-benzo[d]imidazol-6-yl)-N-(1,1,1-trifluoropropan-2-yl)-7H-pyrrolo[2,3-d]pyrimidin-2-amine